C=CC(CCC=C(C)C)=C beta-myrcene